FC1=C(CC2=C(C=CC(=C2)C)C(C(=O)N)N2CCOCC2)C=CC=C1 (2-(2-fluorobenzyl)-4-methylphenyl)-2-morpholinoacetamide